O[C@@H]1[C@H](CN(CC1)C(=O)C1=CN=C(S1)C1=C(C(=C(C(=C1)F)F)O)F)C ((3S,4S)-4-Hydroxy-3-methylpiperidin-1-yl)(2-(2,4,5-trifluoro-3-hydroxyphenyl)thiazol-5-yl)methanone